methyl 4-chloro-9-methyl-9H-pyrimido[4,5-b]indole-7-carboxylate ClC1=NC=NC=2N(C3=CC(=CC=C3C21)C(=O)OC)C